ClC1=CC(=C(C=C1)[C@H](C)N)C (S)-1-(4-chloro-2-methylphenyl)ethan-1-amine